FC(OC=1N=C(C2=C(N1)CN(C2)C(CC2CN(C2)C=2C=NC=CC2)=O)OC)F 1-(2-(Difluoromethoxy)-4-methoxy-5,7-dihydro-6H-pyrrolo[3,4-d]pyrimidin-6-yl)-2-(1-(pyridin-3-yl)azetidin-3-yl)ethan-1-one